C(C)OC(=O)C=1N(C=CC1)CCCC1=NC2=NC=CC=C2C=C1 (3-(1,8-naphthyridin-2-yl)propyl)-1H-pyrrole-2-carboxylic acid ethyl ester